FC1=CC=CC=2N(C(=NC21)C=2C(=NON2)N)CC=2N=NC(=CC2)C(F)(F)F 4-(4-fluoro-1-((6-(trifluoromethyl)pyridazin-3-yl)methyl)-benzoimidazol-2-yl)-1,2,5-oxadiazol-3-amine